ClC1=CC=C(C=C1)C=1N=C2N(C=CC=N2)C1CN1CC2COCC(CC1)N2C(=O)C2=NC(=CC=C2)OC [3-{[2-(4-chlorophenyl)imidazo-[1,2-a]pyrimidin-3-yl]methyl}-8-oxa-3,10-diazabicyclo[4.3.1]dec-10-yl](6-methoxypyridin-2-yl)methanone